C1(CC1)C=1C(=C2C(=NC1CC)CCC2)NC(=O)N=[S@@](=O)(N)C=2SC(=CC2F)C(C)(C)O (S)-N'-((3-cyclopropyl-2-ethyl-6,7-dihydro-5H-cyclopenta[b]pyridin-4-yl)carbamoyl)-3-fluoro-5-(2-hydroxypropan-2-yl)thiophene-2-sulfonimidamide